6-[[3-(6-cyano-5-methylthiopyridin-3-yl)-5,5-dimethyl-4-oxo-2-thioxo-imidazolidin-1-yl]methyl]pyridine-2-carboxylic acid C(#N)C1=C(C=C(C=N1)N1C(N(C(C1=O)(C)C)CC1=CC=CC(=N1)C(=O)O)=S)SC